5-((tert-butyloxycarbonyl)amino)-1,2,4-thiadiazole-3-carboxylic acid C(C)(C)(C)OC(=O)NC1=NC(=NS1)C(=O)O